Cl.NC1=C(N=C(N1C)C(=O)NC)Cl 5-amino-4-chloro-N,1-dimethyl-1H-imidazole-2-carboxamide hydrochloride